ClC1=NC=NC=2NC3=CC=C(C=C3C21)C2CCNCC2 4-chloro-6-(piperidin-4-yl)-9H-pyrimido[4,5-b]indole